BrC1=NN(C(=C1C(=O)OCC)Br)COCC[Si](C)(C)C ethyl 3,5-dibromo-1-(2-trimethylsilylethoxymethyl)pyrazole-4-carboxylate